1-(6-fluoroindoline-1-carbonyl)-4-[2-oxo-2-(N-phenylanilino)ethyl]piperidine-4-carboxylic acid FC1=CC=C2CCN(C2=C1)C(=O)N1CCC(CC1)(C(=O)O)CC(N(C1=CC=CC=C1)C1=CC=CC=C1)=O